(7S)-2-(2-aminopyrimidin-4-yl)-3-[(3-chloro-2-methoxyphenyl)amino]-7-[(2S)-1,4-dioxan-2-ylmethyl]-1H,5H,6H,7H-pyrrolo[3,2-c]pyridin-4-one NC1=NC=CC(=N1)C1=C(C=2C(NC[C@@H](C2N1)C[C@@H]1OCCOC1)=O)NC1=C(C(=CC=C1)Cl)OC